5-chloro-1H-pyrazolo[4,3-d]pyrimidine ClC=1N=CC2=C(N1)C=NN2